OC12C(=NC3=CN=CC=C3C1=O)N(CC2)C2=CC=C(C=C2)CNS(=O)(=O)C N-[(4-{3a-hydroxy-4-oxo-1H,2H,3H,3aH,4H-pyrrolo[2,3-b]1,7-naphthyridin-1-yl}phenyl)methyl]methane-sulfonamide